CC1=C(C=C(C=C1)NC2=NC=CC(=N2)N(C)C3=CC4=NN(C(=C4C=C3)C)C)S(=O)(=O)N The molecule is a pyrimidine that is 5-(pyrimidin-2-yl}amino-2-methylbenzenesulfonamide substituted at position 4 by a (2,3-dimethylindazol-6-yl)(methyl)amino group. Used as its hydrochloride salt for treatment of kidney cancer. It has a role as an antineoplastic agent, a tyrosine kinase inhibitor, a vascular endothelial growth factor receptor antagonist and an angiogenesis modulating agent. It is a member of indazoles, an aminopyrimidine and a sulfonamide. It is a conjugate base of a pazopanib(1+).